CC=1C(=NOC1C)N(S(=O)(=O)C1=C(C=CC=C1)B(O)O)COC (2-(N-(4,5-dimethylisoxazol-3-yl)-N-(methoxymethyl)sulfamoyl)phenyl)Boronic acid